C(C)C(NB)(CC)CC triethylmethylaminoborane